C(#N)C1=C(OC(=C1C1=CC=CC=C1)C1=CC=CC=C1)NC(COC(=O)C=1C(NC(NC1)=O)=O)=O 2-((3-cyano-4,5-diphenylfuran-2-yl) amino)-2-oxoethyl-2,4-dioxo-1,2,3,4-tetrahydropyrimidine-5-carboxylate